IC=1C(=C(C(=C(C1C)C)I)C)C 3,6-diiodo-tetramethylbenzene